3-(5-(1,3,4-oxadiazol-2-yl)pyridin-3-yl)-4-(benzyloxy)phenyl heptylcarbamate C(CCCCCC)NC(OC1=CC(=C(C=C1)OCC1=CC=CC=C1)C=1C=NC=C(C1)C=1OC=NN1)=O